C(C)(C)(C)C=1C=CC=2N(C3=CC=C(C=C3C2C1)C(C)(C)C)CCOP(O)(O)=O [2-(3,6-di-tert-butyl-9H-carbazole-9-yl)ethyl]phosphoric acid